N1=CC=C(C2=CC=CC=C12)OC=1C=CC=C(C(=O)N)C1 (E)-5-(4-quinolinyloxy)benzamide